2-((3,5-dicyano-4-ethyl-6-(1'-(2-hydroxyethyl)-[4,4'-bipiperidin]-1-yl)pyridin-2-yl)thio)-2-phenylacetamide C(#N)C=1C(=NC(=C(C1CC)C#N)N1CCC(CC1)C1CCN(CC1)CCO)SC(C(=O)N)C1=CC=CC=C1